FC(C(=O)O)(F)F.O=C1NC(CCC1NC1=CC(=C(C=C1)C1CCN(CC1)CC(=O)O)F)=O 2-[4-[4-[(2,6-dioxo-3-piperidinyl)amino]-2-fluoro-phenyl]-1-piperidinyl]acetic acid trifluoroacetate